CC1=CC(=CN=N1)C1=NC(=CC=C1C(C)=O)N1C=NC2=C1C=CC(=C2)NC=2N=NC(=CC2)C 1-[2-(6-methylpyridazin-4-yl)-6-[5-[(6-methylpyridazin-3-yl)amino]benzimidazol-1-yl]-3-pyridinyl]ethanone